5-(3-chloroimidazo[1,2-a]pyrimidin-6-yl)-N-(6,6-difluorospiro[3.3]heptan-2-yl)pyrrolo[2,1-f][1,2,4]triazin-2-amine ClC1=CN=C2N1C=C(C=N2)C=2C=CN1N=C(N=CC12)NC1CC2(C1)CC(C2)(F)F